C(C)N1C=[N+](C=C1)C N1-ethyl-N3-methylimidazolium